C(CC)CCCS(=O)(=O)O propyl-(propylsulfonic acid)